tert-butyl 3-[6-chloro-5-fluoro-3,4-dimethyl-8-(1-methylpyrazol-4-yl) oxy-2,7-naphthyridin-1-yl]-3,8-diazabicyclo[3.2.1]octane-8-carboxylate ClC=1C(=C2C(=C(N=C(C2=C(N1)OC=1C=NN(C1)C)N1CC2CCC(C1)N2C(=O)OC(C)(C)C)C)C)F